CC(CC)C1=C(C=CC=C1)O 2-(1-Methylpropyl)phenol